Bis[2-(succinimidyloxycarbonyloxy) ethyl] sulfone C1(CCC(N1OC(=O)OCCS(=O)(=O)CCOC(=O)ON1C(CCC1=O)=O)=O)=O